(6aR,7R,10aS)-4-(2-fluorophenyl)-7,10a-dimethyl-2-(2-morpholinopyridin-4-yl)-8-oxo-5,6,6a,7,8,10a-hexahydrobenzo[h]quinazoline-9-carbonitrile FC1=C(C=CC=C1)C1=NC(=NC=2[C@]3([C@H](CCC12)[C@H](C(C(=C3)C#N)=O)C)C)C3=CC(=NC=C3)N3CCOCC3